2-amino-6-borono-2-(morpholin-2-yl)hexanoic acid NC(C(=O)O)(CCCCB(O)O)C1CNCCO1